methyl (5-((4-bromobenzyl)oxy)-4-oxo-4H-chromene-2-carbonylamino)-L-alloisoleucyl-L-valinate BrC1=CC=C(COC2=C3C(C=C(OC3=CC=C2)C(=O)NN[C@@H]([C@H](C)CC)C(=O)N[C@@H](C(C)C)C(=O)OC)=O)C=C1